methyl 4,6-dichloro-2-[[1-(morpholinomethyl)cyclopropyl]methoxy]pyrimidine-5-carboxylate ClC1=NC(=NC(=C1C(=O)OC)Cl)OCC1(CC1)CN1CCOCC1